4-amino-N-(3,4,5-trichlorophenyl)benzenesulfonamide NC1=CC=C(C=C1)S(=O)(=O)NC1=CC(=C(C(=C1)Cl)Cl)Cl